C(C1=CC=CC=C1)(=O)C1=C(NC2=C(C=CC(=C2C1=O)F)F)S(=O)CC1=CC=C(C=C1)S(F)(F)(F)(F)F 3-benzoyl-5,8-difluoro-2-((4-(pentafluoro-sulfanyl)benzyl)sulfinyl)quinolin-4(1H)-one